OCN1C(NC(C1NC(=O)N)=O)=O (3-hydroxymethyl-2,5-dioxo-imidazolidin-4-yl)-urea